C1(CCC(CCC)N1)=O delta-heptanlactam